2-((1-(4-(1-(tetrahydro-2H-pyran-2-yl)-1H-pyrazol-4-yl)phenyl)piperidin-4-yl)methyl)-2-azabicyclo[2.2.1]heptan-3-one O1C(CCCC1)N1N=CC(=C1)C1=CC=C(C=C1)N1CCC(CC1)CN1C2CCC(C1=O)C2